ClC1=C2CC(CC2=CC(=C1)Cl)NC=1C=CC(=NC1)[C@@H](C(F)(F)F)N(C(=O)C1CCS(CC1)(=O)=O)C N-((1S)-1-(5-((4,6-Dichloro-2,3-dihydro-1H-inden-2-yl)amino)pyridin-2-yl)-2,2,2-trifluoroethyl)-N-methyltetrahydro-2H-thiopyran-4-carboxamide 1,1-dioxide